C1(CC1)C=1C=C(C(=NC1)N1CCNCC1)OC 1-(5-Cyclopropyl-3-methoxypyridin-2-yl)piperazine